O1C=C(C2=C1C=CC=C2)C=2C(C(=C(N(C2C)C)C)C(=O)NC2=CC(=C(C=C2)OC2=CC=NC1=CC(=C(N=C21)OC)OCCOC)F)=O 5-(1-benzofuran-3-yl)-N-[3-fluoro-4-[[6-methoxy-7-(2-methoxy-ethoxy)-1,5-naphthyridin-4-yl]oxy]phenyl]-1,2,6-trimethyl-4-oxopyridine-3-carboxamide